COC=1C=C(C2=CC=CC=C2C1)B(O)O (3-methoxynaphthalen-1-yl)boronic acid